Cl.COC=1C=C(C(=O)N[C@H]2CNCCC2)C=CC1[N+](=O)[O-] 3-methoxy-4-nitro-N-[(3R)-piperidin-3-yl]benzamide hydrochloride